N-(1-ethyl-2-oxo-1,2-dihydrobenzo[cd]indol-6-yl)propane-1-sulfonamide C(C)N1C(C2=C3C(C(=CC=C13)NS(=O)(=O)CCC)=CC=C2)=O